8-(3-amino-2-methyl-phenyl)-6-cyclopropyl-4-(2-fluoro-4-iodo-anilino)-3,7-dimethyl-pyrano[3,2-c]pyridine-2,5-dione NC=1C(=C(C=CC1)C=1C2=C(C(N(C1C)C1CC1)=O)C(=C(C(O2)=O)C)NC2=C(C=C(C=C2)I)F)C